(3-(Benzylamino)azepan-1-yl)(5-chloro-1-methyl-3-(5-methylisoxazol-3-yl)-1H-pyrazol-4-yl)methanone C(C1=CC=CC=C1)NC1CN(CCCC1)C(=O)C=1C(=NN(C1Cl)C)C1=NOC(=C1)C